FC1=C(C=C2C(=C(NC2=C1)C1=C2C(=NC=C1)NN=C2)C(C)C)C2CCN(CC2)CC2CN(CC2)C(C)C 4-(6-fluoro-3-isopropyl-5-(1-((1-isopropylpyrrolidin-3-yl)methyl)piperidin-4-yl)-1H-indol-2-yl)-1H-pyrazolo[3,4-b]pyridine